CC(C)N(C(=O)C=1N=C(SC1)C=1C=NN(C1)C1=NC=CN=C1)[C@H]1CNCC1 N-(propan-2-yl)-2-[1-(pyrazin-2-yl)-1H-pyrazol-4-yl]-N-[(3R)-pyrrolidin-3-yl]-1,3-thiazole-4-carboxamide